(S)-2-((7-((4-bromophenyl-benzyl)oxy)-3,4-dihydroisoquinolin-2(1H)-yl)methyl)-1-((oxetan-2-yl)methyl)-1H-benzo[d]imidazole-6-carboxylic acid BrC1=CC=C(C=C1)C(C1=CC=CC=C1)OC1=CC=C2CCN(CC2=C1)CC1=NC2=C(N1C[C@H]1OCC1)C=C(C=C2)C(=O)O